C[C@@]1(CC[C@@H]2[C@@H](C1)CC[C@H]3[C@H]2CC[C@@H](C3=C)O)C4CO4 The molecule is a tricyclic diterpenoid that is 15,16-epoxydolabrene in which the pro-S hydrogen at position 3 has been replaced by a hydroxy group. It is a secondary allylic alcohol, an epoxide and a tricyclic diterpenoid. It derives from a 15,16-epoxydolabrene.